FC=1C=C(C=C(C1)F)C(C(=O)N1CC2=C(N=C(NC2=O)C2(CC2)C2=CC=CC=C2)CC1)O 6-(2-(3,5-difluorophenyl)-2-hydroxyacetyl)-2-(1-phenylcyclopropyl)-5,6,7,8-tetrahydropyrido[4,3-d]pyrimidin-4(3H)-one